5-chloropicolinohydrazide ClC=1C=CC(=NC1)C(=O)NN